COC1=C(C=CC(=C1)C=CC)O 2-methoxy-4-(1-propenyl)phenol